C1(CC1)C1=NN=C(O1)C(=O)OCC ethyl 5-cyclopropyl-1,3,4-oxadiazole-2-carboxylate